ClC=1C=C(C=NC1)C1=CC=C(C=C1)NC(CC1=NC(=CC=C1)NS(=O)(=O)C1CC1)=O N-(4-(5-chloropyridin-3-yl)phenyl)-2-(6-(cyclopropanesulfonylamino)pyridin-2-yl)acetamide